bromocresol chlorine [Cl].BrC1=C(C(=CC=C1)O)C